BrC=1N=C(N2C1C(=NC=C2)Cl)C2CCC(OC2)CO (5-(1-bromo-8-chloroimidazo[1,5-a]pyrazin-3-yl)tetrahydro-2H-pyran-2-yl)methanol